tertbutyl (4S)-4-carbamoyl-4-(4-{2-[(1S,3S)-5-(3-methoxy-4-nitrobenzoyl)-5-azaspiro[2.5]octan-1-yl]ethynyl}-1-oxo-3H-isoindol-2-yl)butanoate C(N)(=O)[C@H](CCC(=O)OC(C)(C)C)N1C(C2=CC=CC(=C2C1)C#C[C@@H]1C[C@]12CN(CCC2)C(C2=CC(=C(C=C2)[N+](=O)[O-])OC)=O)=O